ClC=1C(=NC(=NC1)NC=1C=NC(=CC1)N=S(=O)(C)C)C1=CN(C2=CC(=CC=C12)NC(C=C)=O)C N-[3-[5-Chloro-2-[[6-[[dimethyl(oxo)-λ6-sulfanylidene]amino]-3-pyridyl]amino]pyrimidin-4-yl]-1-methyl-indol-6-yl]prop-2-enamide